FC=1C=C(C#N)C=C(C1)\C=C\C=O 3-fluoro-5-[(1E)-3-oxoprop-1-en-1-yl]benzonitrile